N-({5-[5-(trifluoromethyl)-1,2,4-oxadiazol-3-yl]pyrazin-2-yl}methyl)-N-[3-(trifluoromethyl)phenyl]tetrahydro-2H-thiopyran-4-carboxamide 1,1-dioxide FC(C1=NC(=NO1)C=1N=CC(=NC1)CN(C(=O)C1CCS(CC1)(=O)=O)C1=CC(=CC=C1)C(F)(F)F)(F)F